C(=O)(O)NCCCCCCNC(=O)O N,N'-dicarboxy-1,6-hexanediamine